4-(5-(Hydroxymethyl)-2-(trifluoromethyl)oxazolidin-3-yl)-2-(trifluoromethyl)benzonitril OCC1CN(C(O1)C(F)(F)F)C1=CC(=C(C#N)C=C1)C(F)(F)F